1-(2-chlorobenzyl)-N-(4-(2-isopropoxypropan-2-yl)thiazol-2-yl)-1H-pyrrole-2-carboxamide ClC1=C(CN2C(=CC=C2)C(=O)NC=2SC=C(N2)C(C)(C)OC(C)C)C=CC=C1